2'-(3-(2-hydroxypropan-2-yl)-1H-pyrazol-1-yl)-5',6-dimethyl-2H-[1,4'-bipyridin]-2-one OC(C)(C)C1=NN(C=C1)C1=NC=C(C(=C1)N1C(C=CC=C1C)=O)C